CC1=CC(OC1)C1(CN(CC1)CC1=CC=C(C=C1)NC(C)=O)CCC1=CC=CC=C1 N-(4-((3-(4-methyl-2,5-dihydrofuran-2-yl)-3-phenethyl-pyrrolidin-1-yl)methyl)phenyl)acetamide